2-bromo-3-fluoroacetophenone CC(=O)C1=C(C(=CC=C1)F)Br